(S)-4-ethyl-8-fluoro-4-hydroxy-9-methyl-11-((4-(phenylsulfonyl)piperazin-1-yl)methyl)-1,12-dihydro-14H-pyrano[3',4':6,7]indolizino[1,2-b]quinoline-3,14(4H)-dione C(C)[C@]1(C(OCC=2C(N3CC=4C(=NC=5C=C(C(=CC5C4CN4CCN(CC4)S(=O)(=O)C4=CC=CC=C4)C)F)C3=CC21)=O)=O)O